CC(C)C(CCCC(C)C)O 2,7-dimethyl-3-octanol